7-[(3S)-3-hydroxypyrrolidin-1-yl]-4-oxo-N-[3,3,4,4,4-pentafluorobut-2-yl]-1-(2,4,6-trifluorophenyl)-1,4-dihydro-1,8-naphthyridine-3-carboxamide O[C@@H]1CN(CC1)C1=CC=C2C(C(=CN(C2=N1)C1=C(C=C(C=C1F)F)F)C(=O)NC(C)C(C(F)(F)F)(F)F)=O